(E)-1-(4-(trifluoromethyl)phenyl)-3-(trimethylsilyl)prop-2-en-1-one FC(C1=CC=C(C=C1)C(\C=C\[Si](C)(C)C)=O)(F)F